2-bromo-5-[(2S)-trifluoropropan-2-yl]pyridine BrC1=NC=C(C=C1)[C@H](C)C(F)(F)F